C(C=C)(=O)N1CC(CCC1)CNC1=C2C(=NC=C1C(=O)N)NC(=C2)C2=CC=CC=C2 4-(((1-Acryloylpiperidin-3-yl)methyl)amino)-2-phenyl-1H-pyrrolo[2,3-b]pyridine-5-carboxamide